5-ethyl-6-fluoro-4-(8-fluoro-2-(((2r,7as)-2-fluoro-hexahydro-1H-pyrrolizin-7a-yl)methoxy)-4-(isoxazol-3-ylamino)pyrido[4,3-d]pyrimidin-7-yl)naphthalen-2-ol C(C)C1=C2C(=CC(=CC2=CC=C1F)O)C1=C(C=2N=C(N=C(C2C=N1)NC1=NOC=C1)OC[C@]12CCCN2C[C@@H](C1)F)F